P(=O)(O)(O)OCC[C@H](N)C(=O)O phosphohomoserine